1'-{2-[4-(1-methanesulfonyl-cyclopropyl)phenoxy]ethyl}-2-oxo-1,2-dihydrospiro[indole-3,4'-piperidine]-5-carbonitrile CS(=O)(=O)C1(CC1)C1=CC=C(OCCN2CCC3(CC2)C(NC2=CC=C(C=C23)C#N)=O)C=C1